(S)-5-chloro-7-((3-methylpiperidin-1-yl)methyl)-1H-pyrazolo[4,3-b]pyridine ClC1=CC(=C2C(=N1)C=NN2)CN2C[C@H](CCC2)C